[C@@H]12N(C[C@@H](NC1)C2)C2=CN=C(S2)C2=NNC(=C2C(C)C)C=2C=C(C=1N(C2)N=CN1)OC 5-((1S,4S)-2,5-diazabicyclo[2.2.1]heptan-2-yl)-2-(4-isopropyl-5-(8-methoxy-[1,2,4]triazolo[1,5-a]pyridin-6-yl)-1H-pyrazol-3-yl)thiazole